Methyl (S)-3-(o-tolyl)-2,3,4,5-tetrahydrobenzo[f][1,4]oxazepine-8-carboxylate C1(=C(C=CC=C1)[C@H]1COC2=C(CN1)C=CC(=C2)C(=O)OC)C